tert-butyl (2-(2-(2-(5-(4-(trifluoromethyl) phenyl)-2-naphthamido) ethoxy)ethoxy) ethyl)carbamate FC(C1=CC=C(C=C1)C1=C2C=CC(=CC2=CC=C1)C(=O)NCCOCCOCCNC(OC(C)(C)C)=O)(F)F